FC(OC1=CC=C(C=C1)C1=CN=C(O1)NC1=CC=C(C=N1)O)(F)F 6-((5-(4-(trifluoromethoxy)phenyl)oxazol-2-yl)amino)pyridin-3-ol